N[C@@H]1CN(CC1)C1=CC(=CC=2NC=NC21)C=2C(=C(C=C(C2)F)C2=CC(=C(C=C2)N2C(N(C=C2)C)=O)Cl)O (S)-1-(3'-(4-(3-aminopyrrolidin-1-yl)-1H-benzo[d]imidazol-6-yl)-3-chloro-5'-fluoro-2'-hydroxy-[1,1'-biphenyl]-4-yl)-3-methyl-1H-imidazol-2(3H)-one